ClC=1C=C(CN2C(CC2)(C)CO)C=CC1N1C=NC(=C1)C1=NC(=NC=C1C(F)(F)F)NC1CCN(CC1)S(=O)(=O)C (1-(3-Chloro-4-(4-(2-((1-(methylsulfonyl)-piperidin-4-yl)amino)-5-(trifluoromethyl)-pyrimidin-4-yl)-1H-imidazol-1-yl)benzyl)-2-methylazetidin-2-yl)methanol